3-hydroxy-2,2-dimethylpropionic acid 3-hydroxy-2,2-dimethylpropyl ester diacrylate C(C=C)(=O)O.C(C=C)(=O)O.OCC(COC(C(CO)(C)C)=O)(C)C